(2S,5R)-N-{[(2S,4S)-4-(Azepan-1-ylmethyl)-pyrrolidin-2-yl]methyloxy}-7-oxo-6-(sulfooxy)-1,6-diazabicyclo[3.2.1]octane-2-carboxamide N1(CCCCCC1)C[C@H]1C[C@H](NC1)CONC(=O)[C@H]1N2C(N([C@H](CC1)C2)OS(=O)(=O)O)=O